(2R)-N-[(1S)-1-(3-fluoro-5-methoxyphenyl)-2-hydroxyethyl]-2-(6-{2-[(2-methoxypyridin-4-yl)amino]pyrimidin-4-yl}1-oxo-2,3-dihydro-1H-isoindol-2-yl)propionamide FC=1C=C(C=C(C1)OC)[C@@H](CO)NC([C@@H](C)N1C(C2=CC(=CC=C2C1)C1=NC(=NC=C1)NC1=CC(=NC=C1)OC)=O)=O